6-(2-chlorophenyl)-2-{[4-(4-methylpiperazin-1-yl)-3-(propan-2-yl)phenyl]amino}imidazo[1,2-a]pyrimido[5,4-e]pyrimidin-5(6H)-one ClC1=C(C=CC=C1)N1C=2N(C3=C(C1=O)C=NC(=N3)NC3=CC(=C(C=C3)N3CCN(CC3)C)C(C)C)C=CN2